2,6-dichloro-3,5-dibromo-phenylisopropyl ether ClC1=C(C(=C(C=C1Br)Br)Cl)C(C)(C)OC(C)(C)C1=C(C(=CC(=C1Cl)Br)Br)Cl